FC1=C(C=CC=C1)C1=NN=C(S1)C1=CCCN(C1)C(=O)OC(C)(C)C tert-butyl 5-(5-(2-fluorophenyl)-1,3,4-thiadiazol-2-yl)-3,6-dihydropyridine-1(2H)-carboxylate